N-[(1S)-2-[[5-chloro-4-(2,6-difluorobenzoyl)-6-(trifluoromethyl)-3-pyridinyl]amino]-1-methyl-2-oxo-ethyl]carbamic acid tert-butyl ester C(C)(C)(C)OC(N[C@H](C(=O)NC=1C=NC(=C(C1C(C1=C(C=CC=C1F)F)=O)Cl)C(F)(F)F)C)=O